Cl.NC(C)NCCC[C@H](N)C(=O)O L-N5-(1-aminoethyl)ornithine hydrochloride